5-(bromomethyl)-2-methyl-1,3-thiazole BrCC1=CN=C(S1)C